2-(2-(cyclopropanesulfonamido)pyrimidin-4-yl)-N-(2-fluoro-4-(5-(2,2,2-trifluoroethoxy)pyridin-3-yl)phenyl)butanamide C1(CC1)S(=O)(=O)NC1=NC=CC(=N1)C(C(=O)NC1=C(C=C(C=C1)C=1C=NC=C(C1)OCC(F)(F)F)F)CC